1H-benzotriazole-1-yloxytris(pyrrolidine-1-yl)phosphonium N1(N=NC2=C1C=CC=C2)O[P+](N2CCCC2)(N2CCCC2)N2CCCC2